5-chloro-7-(1-ethylcyclobutyl)-2-{[(3S,4S)-3-hydroxy-1-methanesulfonylpiperidin-4-yl]amino}pyrrolo[2,1-f][1,2,4]triazine-6-carbonitrile ClC=1C(=C(N2N=C(N=CC21)N[C@@H]2[C@H](CN(CC2)S(=O)(=O)C)O)C2(CCC2)CC)C#N